7-methylthieno[3,2-b]pyridin-5(4H)-one CC=1C2=C(NC(C1)=O)C=CS2